N-((1,2,3,5,6,7-hexahydro-s-indacen-4-yl)carbamoyl)-5-(2-hydroxypropan-2-yl)-1-methyl-1H-pyrazole-3-sulfonamide C1CCC2=C(C=3CCCC3C=C12)NC(=O)NS(=O)(=O)C1=NN(C(=C1)C(C)(C)O)C